ClC1=C(C=C(OCCCC2=NN(C=C2C=O)C2=CC=CC=C2)C=C1C)C 3-(3-(4-chloro-3,5-dimethylphenoxy)propyl)-1-phenyl-1H-pyrazole-4-carbaldehyde